4-amino-pyrimidoazetidin NC=1N=CC2=C(CN2)N1